CC1=C(NC2=NC=CC3=C2N=CN3CC(=O)N)C(=CC(=C1)C(F)(F)F)C 2-[4-[2,6-dimethyl-4-(trifluoromethyl)anilino]imidazo[4,5-c]pyridin-1-yl]acetamide